C(#N)C=1N=C2N(C3=CC(=NC=C3C=C2C=2C=NC(=CC2C)[C@@H](CC)O)NC(=O)[C@@H]2[C@@H](C2)F)C1 (1R,2R)-N-(2-cyano-4-(6-((R)-1-hydroxypropyl)-4-methylpyridin-3-yl)imidazo[1,2-a][1,6]naphthyridin-8-yl)-2-fluorocyclopropane-1-carboxamide